FC1([C@H]2[C@@H](NC1)CN(C2=O)CC(C#N)(C)C)F 3-((cis)-3,3-difluoro-4-oxohexahydropyrrolo[3,4-b]pyrrol-5(1H)-yl)-2,2-dimethylpropanenitrile